tert-Butyl 4-[(3S)-4-benzyloxycarbonyl-3-(cyanomethyl)piperazin-1-yl]-2-[[(2S)-1-methylpyrrolidin-2-yl]methoxy]-6,8-dihydro-5H-pyrido[3,4-d]pyrimidine-7-carboxylate C(C1=CC=CC=C1)OC(=O)N1[C@H](CN(CC1)C=1C2=C(N=C(N1)OC[C@H]1N(CCC1)C)CN(CC2)C(=O)OC(C)(C)C)CC#N